BrC1=C(C(=CC(=C1)F)[N+](=O)[O-])F 1-Bromo-2,5-difluoro-3-nitrobenzene